OC(C)C1=NC=CN1CCCCCCCCCCCC 1-hydroxyethyl-3-dodecylimidazole